4-(1-(pentan-3-yl)-1H-pyrazol-4-yl)-6-(1-(2-(pyrrolidin-1-yl)ethyl)-1H-pyrazol-4-yl)pyrazolo[1,5-a]pyrazine CCC(CC)N1N=CC(=C1)C=1C=2N(C=C(N1)C=1C=NN(C1)CCN1CCCC1)N=CC2